1-({[(2R,3R,11bR)-3-(2,2-dimethylpropyl)-2-hydroxy-10-methoxy-1H,2H,3H,4H,6H,7H,11bH-pyrido[2,1-a]isoquinolin-9-yl]oxy}methyl)cyclobutane-1-carbonitrile CC(C[C@H]1[C@@H](C[C@H]2N(CCC3=CC(=C(C=C23)OC)OCC2(CCC2)C#N)C1)O)(C)C